N1=C(N=CC=C1)C1=CCN(CC1)C(=O)OC(C)(C)C tert-butyl 4-(pyrimidin-2-yl)-5,6-dihydropyridine-1(2H)-carboxylate